C(CC(O)(C(=O)O)CC(=O)O)(=O)O.FC1=CC=C(S1)CC[C@]1(CN(CC1)C(C)(C)C=1C=NC(=CC1)C)CNC(=N)N |o1:21| (R or S)-1-((3-(2-(5-fluorothiophen-2-yl)ethyl)-1-(2-(6-methylpyridin-3-yl)propan-2-yl)pyrrolidin-3-yl)methyl)guanidine citrate